N,N,N',N'-Tetramethyl-1,10-decanediamine CN(C)CCCCCCCCCCN(C)C